BrCC(=O)C1=C(C(=CC=C1)Br)Cl 2-bromo-1-(3-bromo-2-chloro-phenyl)ethanone